IC1=C(CC2=C1C(NCC2)=O)C2=C(C=NC=C2)OC[C@@H]2N(CC2)C(=O)OC(C)(C)C tert-butyl (2R)-2-{[(4-{7-iodo-1-oxo-2H,3H,4H,5H-cyclopenta[c]pyridin-6-yl}pyridin-3-yl)oxy]methyl}azetidine-1-carboxylate